trimethylpropyl-ammonium bis(trifluoromethanesulfonyl)imide [N-](S(=O)(=O)C(F)(F)F)S(=O)(=O)C(F)(F)F.C[N+](CCC)(C)C